(2S,4R)-1-(2-(4-amino-5-(3-(aminomethyl)phenyl)-7H-pyrrolo[2,3-d]pyrimidin-7-yl)acetyl)-N-(3-chloro-2-fluorophenylmethyl)-4-fluoropyrrolidine-2-carboxamide NC=1C2=C(N=CN1)N(C=C2C2=CC(=CC=C2)CN)CC(=O)N2[C@@H](C[C@H](C2)F)C(=O)NCC2=C(C(=CC=C2)Cl)F